C1(=CC=C(C=C1)COCCCCCCN1C[C@@H]([C@H]([C@@H]([C@H](C1)O)O)O)O)C1=CC=CC=C1 (3S,4R,5R,6S)-1-[6-(4-biphenylylmethoxy)hexyl]-3,4,5,6-azepanetetrol